4-Methylthio-Benzophenone CSC1=CC=C(C(=O)C2=CC=CC=C2)C=C1